Tert-butyl 3,3-difluoro-4-[4-[3-[(4-methoxyphenyl)methyl]-2,4-dioxo-hexahydropyrimidin-1-yl]-8-isoquinolyl]piperidine-1-carboxylate FC1(CN(CCC1C=1C=CC=C2C(=CN=CC12)N1C(N(C(CC1)=O)CC1=CC=C(C=C1)OC)=O)C(=O)OC(C)(C)C)F